2,6-dimethyl-4-(3-nitrophenyl)-1,4-dihydro-3,5-pyridinedicarboxylic acid methyl ester COC(=O)C1=C(NC(=C(C1C1=CC(=CC=C1)[N+](=O)[O-])C(=O)O)C)C